FC=1C=C(C=CC1)[Sb](C1=CC(=CC=C1)F)(C1=CC(=CC=C1)F)(Cl)Cl tri(3-fluorophenyl)antimony dichloride